C(C=C)(=O)OCCCCCCCCCCC(C(=O)O)C(=O)O acryloyloxydecylmalonic acid